C1=CC=NC(=C1)CCCC2=CC=CC=N2 trimethylenedipyridine